NC[C@H]1CN(CCC1)C1=C(C(=C(C(=N1)SC(C(=O)N)C1=CC=CC=C1)C#N)CC)C#N 2-((6-((S)-3-(aminomethyl)piperidin-1-yl)-3,5-dicyano-4-ethylpyridin-2-yl)thio)-2-phenylacetamide